Methyl 4-[[4-[(E)-3-(4-hydroxy-3-methoxyphenyl)prop-2-enoyl]phenyl]carbamoyl]-2,4-dimethylhexanoate OC1=C(C=C(C=C1)/C=C/C(=O)C1=CC=C(C=C1)NC(=O)C(CC(C(=O)OC)C)(CC)C)OC